C(#N)C=1C=C(CO\N=C(/C)\C2=CC(=C(C=C2)CO)CC)C=CC1OC(C)C (E)-1-(3-ethyl-4-(hydroxymethyl)phenyl)ethane-1-one-O-(3-cyano-4-(isopropoxy)benzyl) oxime